C1(CC1)C(=O)NNC(=O)C1=CN(C2=NC=CC(=C21)OC2=C(C=C(C=C2F)NC(=O)NCC2(COC2)C)F)COCC[Si](C)(C)C N-{4-[(3-[2-(cyclopropanecarbonyl)hydrazinecarbonyl]-1-{[2-(trimethylsilyl)ethoxy]methyl}-1H-pyrrolo[2,3-b]pyridin-4-yl)oxy]-3,5-difluorophenyl}-N'-[(3-methyloxetan-3-yl)methyl]urea